CC(C)(OC(N(CCOCCOCCOCCOCCOCC)C)=O)C 2,2,5-trimethyl-4-oxo-3,8,11,14,17,20-hexaoxa-5-azadocosane